NC1=CC=C(C=N1)C=1C=C2N(N1)CCC21CN(C1)C(=O)OC(C)(C)C tert-butyl 2'-(6-aminopyridin-3-yl)-5',6'-dihydrospiro[azetidine-3,4'-pyrrolo[1,2-b]pyrazole]-1-carboxylate